NC=1C=C(C=CC1)NS([O-])(=O)=O.[Na+] Sodium N-(3-aminophenyl)sulfamate